C(C1=CC=CC=C1)N1[C@@H]([C@H]2[C@@H]([C@H]2C1)C(=O)OCC)CO ethyl (1R,2S,5S,6R)-3-benzyl-2-(hydroxymethyl)-3-azabicyclo[3.1.0]hexane-6-carboxylate